bromodifluoromethyl-selenium Br[Se]C(F)F